ClC1=C(C(=O)NC2=C3C=NN(C3=CC=C2)C=2C=NC(=CC2)C#N)C=C(C=C1)CNC(C(C)(C)C)=O 2-chloro-N-[1-(6-cyanopyridin-3-yl)-1H-indazol-4-yl]-5-{[(2,2-dimethylpropionyl)amino]methyl}benzamide